2R-(tert-butyl)-3-formyl-2,3-dihydrothiazole C(C)(C)(C)[C@H]1SC=CN1C=O